C1=CC(=CC(=C1)C(=O)[O-])C(=O)[O-] benzene-3,5-dicarboxylate